(Z)-1-acetyl-5-amino-3-(phenyl-((4-(piperidin-1-ylmethyl)phenyl)amino)methylene)indolin-2-one C(C)(=O)N1C(\C(\C2=CC(=CC=C12)N)=C(/NC1=CC=C(C=C1)CN1CCCCC1)\C1=CC=CC=C1)=O